3-((1R,5S)-8-methyl-3,8-diazabicyclo[3.2.1]Oct-3-yl)benzene-1,2-diamine CN1[C@H]2CN(C[C@@H]1CC2)C2=C(C(=CC=C2)N)N